C(C)OC1=CSC(=C1)C1=NC=NC(=C1)NCCN1C(=CC2=C(C=CC(=C12)F)C)C 3-Ethoxy-5-{6-[2-(7-fluoro-2,4-dimethyl-indol-1-yl)-ethylamino]-pyrimidin-4-yl}-thiophen